FC(N1N=CC(=C1)C=1C=C2C(=NC=NN2C1)N1CC2CCC(C1)N2C(=O)[C@@H]2[C@H](C2)CO)F rac-(3-(6-(1-(difluoromethyl)-1H-pyrazol-4-yl)pyrrolo[2,1-f][1,2,4]triazin-4-yl)-3,8-diazabicyclo[3.2.1]oct-8-yl)((1S,2S)-2-(hydroxymethyl)cyclopropyl)methanone